C(C)[C@@H]1CN(C[C@@H]1C(CN(C=1N=C2C(=NC1)N(C=C2)S(=O)(=O)C2=CC=C(C)C=C2)C(=O)OCC)=O)C(=O)OCC2=CC=CC=C2 (3S,4R)-benzyl 3-ethyl-4-(2-(ethoxycarbonyl(5-tosyl-5H-pyrrolo[2,3-b]pyrazin-2-yl)amino)acetyl)pyrrolidine-1-carboxylate